2'-propionylacetoacetanilide C(CC)(=O)C1=C(NC(CC(=O)C)=O)C=CC=C1